C(CCCCCCCCC)OP(S)(OCCCCCCCCCC)=S bis-n-decyldithiophosphoric acid